(±)-trans-4-chloro-2-((8-((2-(2-(ethoxycarbonyl)cyclopropyl)pyridine-4-yl)amino)-3,7-dimethyl-2,6-dioxo-2,3,6,7-tetrahydro-1H-purin-1-yl)methyl)-1H-indole-1-carboxylate ClC1=C2C=C(N(C2=CC=C1)C(=O)[O-])CN1C(N(C=2N=C(N(C2C1=O)C)NC1=CC(=NC=C1)[C@H]1[C@@H](C1)C(=O)OCC)C)=O |r|